C(C)(=O)N1CCN(CC1)CC=1C=CC(=NC1OC)C=1C(=C(C=CC1)C1=C(C(=CC=C1)NC(=O)C=1N(C2=C(CN(CC2)C)N1)C)Cl)Cl N-(3'-(5-((4-acetylpiperazin-1-yl)methyl)-6-methoxypyridin-2-yl)-2,2'-dichloro-[1,1'-biphenyl]-3-yl)-1,5-dimethyl-4,5,6,7-tetrahydro-1H-imidazo[4,5-c]pyridine-2-carboxamide